(1-Phenylazetidin-3-yl)methanol C1(=CC=CC=C1)N1CC(C1)CO